BrC1=NC=C(C(=C1)CCOC1=NC(=CC=C1)Cl)OC 2-bromo-4-(2-((6-chloropyridin-2-yl)oxy)ethyl)-5-methoxypyridine